tert-Butyl 4-((5-oxotetrahydrofuran-3-yl)amino)isoindoline-2-carboxylate O=C1CC(CO1)NC1=C2CN(CC2=CC=C1)C(=O)OC(C)(C)C